O[C@H]1[C@@H](O[C@@H]([C@H]1O)CO)N1C=NC=2C(N3[C@H](C[C@@H](NC3=NC12)C)O)=O (11S,13S)-6-[(2R,3R,4S,5R)-3,4-Dihydroxy-5-(hydroxymethyl)tetrahydrofur-2-yl]-13-hydroxy-11-methyl-1,4,6,8,10-pentaazatricyclo[7.4.0.03,7]trideca-3(7),4,8-trien-2-one